Di-tert-butoxyphosphine C(C)(C)(C)OPOC(C)(C)C